FC(C(=O)N1[C@H](CN(CC1)C1=NC(=NC2=CC(=C3C(=C12)OCCC3)C3=CC=CC=1CCCCC31)OC[C@H]3N(CCC3)C)CC#N)=C 2-((S)-1-(2-fluoroacryloyl)-4-(8-(((S)-1-methylpyrrolidin-2-yl)methoxy)-5-(5,6,7,8-tetrahydronaphthalen-1-yl)-3,4-dihydro-2H-pyrano[2,3-f]quinazolin-10-yl)piperazin-2-yl)acetonitrile